NC1=CC=CC(=N1)S(=O)(=O)NC(=O)C=1C(=NC(=CC1)C1=CC=C(C=C1)C(F)(F)F)N1C(C[C@@H](C1)C)(C)C N-[(6-Amino-2-pyridyl)sulfonyl]-6-[4-(trifluoromethyl)phenyl]-2-[(4S)-2,2,4-trimethylpyrrolidin-1-yl]pyridin-3-carboxamid